C(=CCCCCCCCCCCCCCCCCN)N octadecenylenediamine